FS(C1=CC=C(C=C1)NC(=O)C=1NC=CC1)(F)(F)(F)F N-(4-(pentafluorosulfanyl)phenyl)-1H-pyrrole-2-carboxamide